7-(3-((3'-((2-chloro-4-formyl-5-hydroxyphenoxy)methyl)-2,2'-dimethyl-[1,1'-biphenyl]-3-yl)oxy)propyl)-2,7-diazaspiro[3.5]nonane-2-carboxylic acid tert-butyl ester C(C)(C)(C)OC(=O)N1CC2(C1)CCN(CC2)CCCOC=2C(=C(C=CC2)C2=C(C(=CC=C2)COC2=C(C=C(C(=C2)O)C=O)Cl)C)C